CN1[C@@H]([C@H](CC1=O)C(NCCOCCOCCOCCOCC#CC=1C=C(C(=O)OC)C=CN1)=O)C=1C=NC=CC1 methyl 2-(1-((2S,3S)-1-methyl-5-oxo-2-(pyridin-3-yl)pyrrolidin-3-yl)-1-oxo-5,8,11,14-tetraoxa-2-azaheptadec-16-yn-17-yl)isonicotinate